tert-butyl (Z)-2-(5-bromo-2-fluoronicotinoyl)-3-(dimethylamino)acrylate BrC=1C=NC(=C(C(=O)/C(/C(=O)OC(C)(C)C)=C/N(C)C)C1)F